(5S)-5-phenyl-2-{4-[(propan-2-yl)oxy]phenyl}-2,5,6,7-tetrahydro-3H-pyrrolo[2,1-c][1,2,4]triazol-3-one C1(=CC=CC=C1)[C@@H]1CCC2=NN(C(N21)=O)C2=CC=C(C=C2)OC(C)C